FC1=C(C=C(C(=O)OCC)C=C1)NC1=NN(C2=NC(=NC=C21)NC2=CN=NC=C2)C ethyl 4-fluoro-3-((1-methyl-6-(pyridazin-4-ylamino)-1H-pyrazolo[3,4-d]pyrimidin-3-yl)amino)benzoate